C1(CC1)CNC1=NN2C(C=N1)=C(C=C2)C2=CC=C1C(=N2)N(C(=N1)C)CC N-(cyclopropylmethyl)-5-(3-ethyl-2-methyl-3H-imidazo[4,5-b]pyridin-5-yl)pyrrolo[2,1-f][1,2,4]triazin-2-amine